BrC1=CC(=C(O[C@H](C(=O)OC)CCC(=O)OC)C=C1)[N+](=O)[O-] dimethyl (S)-2-(4-bromo-2-nitrophenoxy)pentanedioate